COCC1N(CCNC1)C(=O)OC(C)(C)C tert-Butyl 2-(methoxymethyl)piperazine-1-carboxylate